ClC=1C=C2[C@@H](C[C@@H](OC2=CC1)C(=O)NC[C@@H]1CC[C@H](CC1)C=1OC(=NN1)C1=CC=C(C=C1)Cl)O (2R,4R)-6-chloro-N-((trans-4-(5-(4-chlorophenyl)-1,3,4-oxadiazol-2-yl)cyclohexyl)methyl)-4-hydroxychroman-2-carboxamide